P(=O)([O-])([O-])[O-].[Al+3].[Li+].[Ti+4].[Al+3] aluminum titanium lithium aluminum phosphate